Methyl-(S,E)-(1-((1-((6-(2-cyclohexylethyl)-7H-purin-8-yl)methyl)-2-oxo-1,2-dihydropyridin-3-yl)amino)-7-(dimethylamino)-1,7-dioxohept-5-en-2-yl)carbamat COC(N[C@H](C(=O)NC=1C(N(C=CC1)CC1=NC2=NC=NC(=C2N1)CCC1CCCCC1)=O)CC\C=C\C(=O)N(C)C)=O